ClC(C=1C=NN(C1)C)([2H])[2H] 4-[chloro(2H2)methyl]-1-methylpyrazole